magnesiomercury [MgH][Hg]